C(C)OC(\C=C\C1=C2CCN(CC2=CC=C1)C(C1=CC=CC=C1)=O)=O (E)-3-(2-benzoyl-1,2,3,4-tetrahydroisoquinolin-5-yl)acrylic acid ethyl ester